1-((1S,5R)-6,6-dimethylbicyclo[3.1.1]hept-2-en-2-yl)pent-4-en-1-ol tert-Butyl-(S)-(1-(4-((5-Cyclopropyl-1H-pyrazol-3-yl)amino)pyrimidin-2-yl)pyrrolidin-3-yl)(methyl)carbamate C(C)(C)(C)CN(C(=O)OC(CCC=C)C=1[C@@H]2C([C@H](CC1)C2)(C)C)[C@@H]2CN(CC2)C2=NC=CC(=N2)NC2=NNC(=C2)C2CC2